CC=1C(=NNC1)[C@@H](C)O |r| racemic-1-(4-methyl-1H-pyrazol-3-yl)ethanol